C1(=CC=CC=C1)C#CC1=NC=CN=C1 2-(phenylethynyl)pyrazine